N1-{3-[{(1R)-1-[1-Benzyl-4-(2,5-difluorophenyl)-1H-pyrrol-2-yl]-2,2-dimethylpropyl}(glycoloyl)amino]propyl}-N2-{5-[(2,5-dioxopyrrolidin-1-yl)oxy]-5-oxopentanoyl}-L-aspartamid C(C1=CC=CC=C1)N1C(=CC(=C1)C1=C(C=CC(=C1)F)F)[C@@H](C(C)(C)C)N(CCCNC([C@@H](NC(CCCC(=O)ON1C(CCC1=O)=O)=O)CC(=O)N)=O)C(CO)=O